5-(tert-Butyl)-2-cyclobutoxybenzenesulfonyl chloride C(C)(C)(C)C=1C=CC(=C(C1)S(=O)(=O)Cl)OC1CCC1